para-nitro-pyridyl disulfide [N+](=O)([O-])C1=CC(=NC=C1)SSC1=NC=CC(=C1)[N+](=O)[O-]